NC1=C2C(=C3C(=N1)C=C(S3)C3=NNC=C3)NC(=N2)CCCO 3-(4-amino-7-(1H-pyrazol-3-yl)-1H-imidazo[4,5-d]thieno[3,2-b]pyridin-2-yl)propan-1-ol